C(C(C)(C)C)OC([C@@H](NP(=O)(OC1=CC=CC=C1)Cl)C)=O (chloro(phenoxy)phosphoryl)-L-alanine neopentyl ester